1-docosanoyl-2-(5Z,8Z,11Z,14Z-eicosatetraenoyl)-glycero-3-phosphocholine CCCCCCCCCCCCCCCCCCCCCC(=O)OC[C@H](COP(=O)([O-])OCC[N+](C)(C)C)OC(=O)CCC/C=C\C/C=C\C/C=C\C/C=C\CCCCC